N-[(3R,4R)-4-[4-(2-fluoro-6-hydroxy-3-methoxybenzoyl)benzamido]pyrrolidin-3-yl]-4-hydroxybenzamide FC1=C(C(=O)C2=CC=C(C(=O)N[C@H]3[C@@H](CNC3)NC(C3=CC=C(C=C3)O)=O)C=C2)C(=CC=C1OC)O